CS(=O)(=O)OCCCCCCC#C oct-7-yn-1-yl methanesulfonate